4-[4-(4-aminophenyl)but-1,3-dienyl]aniline NC1=CC=C(C=C1)C=CC=CC1=CC=C(N)C=C1